1-(3-(4-(((R)-1-(3-(difluoromethyl)-2-fluorophenyl)ethyl)amino)quinolin-6-yl)-3-hydroxypyrrolidin-1-yl)ethan-1-one FC(C=1C(=C(C=CC1)[C@@H](C)NC1=CC=NC2=CC=C(C=C12)C1(CN(CC1)C(C)=O)O)F)F